C1(CC1)C1=CC(=C(C=C1)[C@H]1CC2(CN(C2)C(=O)C2CC(C2)(C)O)CC1)C |r| (rac)-(6-(4-Cyclopropyl-2-methylphenyl)-2-azaspiro[3.4]octan-2-yl)((1s,3s)-3-hydroxy-3-methylcyclobutyl)methanone